2,6-dimethylheptane CC(C)CCCC(C)C